OC1=C(C(=O)C2=CC=CC=C2)C=CC(=C1)OCCOC(C=CC)=O 2-hydroxy-4-(methyl)acryloyloxyethoxybenzophenone